5-(2-(3,4-difluoropyrrolidin-1-yl)-2-oxoethyl)-3-(4-fluoro-3-(trifluoromethyl)phenyl)-1-(2-hydroxy-2-methylpropyl)-1H-pyrrolo[3,2-c]pyridin-4(5H)-one FC1CN(CC1F)C(CN1C(C2=C(C=C1)N(C=C2C2=CC(=C(C=C2)F)C(F)(F)F)CC(C)(C)O)=O)=O